O=C1NC2(C(N1)=O)C(CCC2)CC2=C(C=CC(=C2)C2=NC=C(C=C2)F)S(=O)(=O)N ((2,4-dioxo-1,3-diazaspiro[4.4]nonane-6-yl)methyl)-4-(5-fluoropyridin-2-yl)benzenesulfonamide